ethane-1-sulphonate C(C)S(=O)(=O)[O-]